R-ethyl-imino-[2-[3-methyl-6-(trifluoromethyl)imidazo[4,5-c]pyridin-2-yl]-5-(trifluoromethyl)-3-pyridyl]-oxo-λ6-sulfane C(C)[S@@](=O)(C=1C(=NC=C(C1)C(F)(F)F)C1=NC2=C(C=NC(=C2)C(F)(F)F)N1C)=N